2-(2-Nitrobenzoxy)Ethanol [N+](=O)([O-])C1=C(COCCO)C=CC=C1